C(C1=CC=CC=C1)OC(=O)N1C[C@H](C2(OCCO2)CC1)F |r| rac-6-fluoro-1,4-dioxa-8-azaspiro[4.5]decane-8-carboxylic acid benzyl ester